tert-butyl 2-[7-(2,5-dichloropyrimidin-4-yl)-1-oxo-1,2,3,4-tetrahydroisoquinolin-2-yl]acetate ClC1=NC=C(C(=N1)C1=CC=C2CCN(C(C2=C1)=O)CC(=O)OC(C)(C)C)Cl